3-chloro-4-(3-((2,2-difluoroethyl)(methyl)amino)-3-methylpyrrolidin-1-yl)-2,6-difluoro-N-(6-fluoropyridin-2-yl)benzenesulfonamide ClC=1C(=C(C(=CC1N1CC(CC1)(C)N(C)CC(F)F)F)S(=O)(=O)NC1=NC(=CC=C1)F)F